(3S,6S,7aS,8aS,8bR)-6-((tert-butoxycarbonyl)amino)-5-oxodecahydrocyclopropa[c]pyrrolo[1,2-a]azepine-3-carboxylic acid C(C)(C)(C)OC(=O)N[C@H]1C[C@H]2[C@@H]([C@@H]3N(C1=O)[C@@H](CC3)C(=O)O)C2